ClC1=C(C=CC=C1)C(C(=O)NC(=S)NC([2H])([2H])[2H])C1=NC=CC(=C1)C(F)(F)F 2-(2-chlorophenyl)-N-((methyl-d3)aminothiocarbonyl)-2-(4-(trifluoromethyl)pyridin-2-yl)acetamide